C(#N)C=1C=NN2C1C(=CC(=C2)C=2C=NN(C2)C)C=2C=CC(=NC2)N2C[C@H](CCC2)C(=O)NC(C)C (S)-1-(5-(3-cyano-6-(1-methyl-1H-pyrazol-4-yl)pyrazolo[1,5-a]pyridin-4-yl)pyridin-2-yl)-N-isopropylpiperidine-3-carboxamide